ClC1=CC(=C(C=C1)C(C(N1CCC2=CC=C(C=C12)OC(F)(F)F)=O)NC=1C=C(OC[C@@H]2[C@H](C2)C(=O)OC)C=C(C1)OC)OC |o1:30,31| (1S*,2S*)-methyl 2-((3-((1-(4-chloro-2-methoxyphenyl)-2-oxo-2-(6-(trifluoromethoxy)indolin-1-yl)ethyl)amino)-5-methoxyphenoxy)methyl)-cyclopropanecarboxylate